ClC=1C=C(NC2=C(C(=O)OC)C=CC=C2)C=C(C1OCC\C=C\CCOC1=C(C=C(C=C1)CCC(=O)OC)Cl)Cl methyl 2-[3,5-dichloro-4-[(E)-6-[2-chloro-4-(3-methoxy-3-oxo-propyl)phenoxy]hex-3-enoxy]anilino]benzoate